5-[5-amino-3-(4-fluorophenyl)pyrazin-2-yl]-1-isopropylpyridine-2(1H)-one NC=1N=C(C(=NC1)C=1C=CC(N(C1)C(C)C)=O)C1=CC=C(C=C1)F